5-(4-bromophenyl)-2-(4-methoxybenzyl)-4-methyl-2,4-dihydro-3H-1,2,4-triazol-3-one BrC1=CC=C(C=C1)C=1N(C(N(N1)CC1=CC=C(C=C1)OC)=O)C